3',4'-dibutyl-5,5''-bis(dicyanomethylene)-5,5''-dihydro-2,2':5',2''-terthiophene C(CCC)C=1C(SC(C1CCCC)=C1SC(C=C1)=C(C#N)C#N)=C1SC(C=C1)=C(C#N)C#N